(2S)-2-{[5-(2-cyclopropylethoxy)-2-methyl-1-benzofuran-3-yl]formamido}-3-hydroxypropanamide C1(CC1)CCOC=1C=CC2=C(C(=C(O2)C)C(=O)N[C@H](C(=O)N)CO)C1